1-(2-Methylpyridin-3-yl)-7-(trifluoromethyl)-5-vinylpyrido[2,3-d]pyrimidine CC1=NC=CC=C1N1CN=CC2=C1N=C(C=C2C=C)C(F)(F)F